3-[4-methoxy-3-(6-oxo-4,5-dihydro-1H-pyridazin-3-yl)benzoyl]-3-azaspiro[5.5]undecane-9-carbaldehyde COC1=C(C=C(C(=O)N2CCC3(CC2)CCC(CC3)C=O)C=C1)C1=NNC(CC1)=O